FC(C1=CC=C(C=C1)C=1C=2N(C=C(N1)NCC(=O)O)C=CN2)(F)F (8-(4-(trifluoromethyl)phenyl)imidazo[1,2-a]pyrazin-6-yl)glycine